(S)-N-(1-(5-(bis(4-fluorophenyl)methyl)-1,2,4-oxadiazol-3-yl)ethyl)-3-hydroxy-4-methoxypicolinamide FC1=CC=C(C=C1)C(C1=NC(=NO1)[C@H](C)NC(C1=NC=CC(=C1O)OC)=O)C1=CC=C(C=C1)F